tert-butyl (S)-(7-(2-(4-methoxy-6-oxopyridazin-1(6H)-yl)ethoxy)-5-methyl-4-oxo-2,3,4,5-tetrahydrobenzo[b][1,4]oxazepin-3-yl)carbamate COC=1C=NN(C(C1)=O)CCOC1=CC2=C(OC[C@@H](C(N2C)=O)NC(OC(C)(C)C)=O)C=C1